4-(8-methyl-2-methylsulfonyl-7-oxo-pyrido[2,3-d]pyrimidin-6-yl)-3,4-dihydro-2H-quinoline-1-carboxylic acid tert-butyl ester C(C)(C)(C)OC(=O)N1CCC(C2=CC=CC=C12)C1=CC2=C(N=C(N=C2)S(=O)(=O)C)N(C1=O)C